1-(2-chloro-6-fluorobenzyl)-3,4-dimethyl-2-oxo-N-(2,4,6-trifluorobenzyl)-1,2,3,4-tetrahydropyrido[3,2-d]pyrimidine-7-carboxamide ClC1=C(CN2C(N(C(C3=C2C=C(C=N3)C(=O)NCC3=C(C=C(C=C3F)F)F)C)C)=O)C(=CC=C1)F